C12OCC(CC1)(CC2)C(=O)N 2-oxabicyclo[2.2.2]octane-4-carboxamide